1-(4-fluoro-2-methoxyphenyl)-3-(6-methoxypyridin-3-yl)-7-(trifluoromethyl)-2,3-dihydroquinazolin-4(1H)-one FC1=CC(=C(C=C1)N1CN(C(C2=CC=C(C=C12)C(F)(F)F)=O)C=1C=NC(=CC1)OC)OC